tetrazolium ammonium bromide [Br-].[NH4+].[NH+]=1NN=NC1.[Br-]